39-oleoyloxy-nonatriacontanoic acid C(CCCCCCC\C=C/CCCCCCCC)(=O)OCCCCCCCCCCCCCCCCCCCCCCCCCCCCCCCCCCCCCCC(=O)O